2-amino-6-bromo-3-propylpyrido[2,3-d]pyrimidin-4(3H)-one NC=1N(C(C2=C(N1)N=CC(=C2)Br)=O)CCC